1-benzyl-2-phenylimidazolium trimellitate C(C=1C(C(=O)[O-])=CC(C(=O)[O-])=CC1)(=O)[O-].C(C1=CC=CC=C1)N1C(=[NH+]C=C1)C1=CC=CC=C1.C(C1=CC=CC=C1)N1C(=[NH+]C=C1)C1=CC=CC=C1.C(C1=CC=CC=C1)N1C(=[NH+]C=C1)C1=CC=CC=C1